pyridopyrimidineAT N1=C(N=CC2=C1C=CC=N2)C(=O)[O-]